5-hepten-1-ol C(CCCC=CC)O